1-carboxyethyl 2-hydroxypropionate OC(C(=O)OC(C)C(=O)O)C